(2S,4R)-N-((R)-1-(4-carbamimidoylthiophen-2-yl)ethyl)-1-((9,9-difluoro-9H-fluorene-3-carbonyl)glycyl)-4-methoxypyrrolidine-2-carboxamide C(N)(=N)C=1C=C(SC1)[C@@H](C)NC(=O)[C@H]1N(C[C@@H](C1)OC)C(CNC(=O)C=1C=CC=2C(C3=CC=CC=C3C2C1)(F)F)=O